2-(4-methoxyphenyl)-2-(piperidin-2-yl)acetamide COC1=CC=C(C=C1)C(C(=O)N)C1NCCCC1